C(C)(=O)OC1=CC=C(C=C1)[C@@H]1NC[C@H](CC1)C |r| Rac-4-((2R,5S)-5-methylpiperidin-2-yl)phenyl Acetate